(4-(2,4-dichlorophenyl)thiazol-2-yl)-2-(4-isobutylphenyl)propanamide ClC1=C(C=CC(=C1)Cl)C=1N=C(SC1)C(C(=O)N)(C)C1=CC=C(C=C1)CC(C)C